3-(4-((7-azaspiro[3.5]nonan-2-yl)oxy)-1-oxoisoindolin-2-yl)piperidine-2,6-dione hydrochloride Cl.C1C(CC12CCNCC2)OC2=C1CN(C(C1=CC=C2)=O)C2C(NC(CC2)=O)=O